ClC=1C=C(C(=NC1)OC1=CC=C(CC2=NOC(=C2)C=2C(=NC=CC2)N)C=C1)F 3-(3-(4-((5-chloro-3-fluoropyridin-2-yl)oxy)benzyl)isoxazol-5-yl)pyridin-2-amine